ClC=1C(N(C=C(C1)C1=C(C=CC(=C1)S(=O)(=O)CC)NCC1CC1)C)=O 3-chloro-5-[2-(cyclopropylmethylamino)-5-ethyl-sulfonylphenyl]-1-methylpyridin-2-one